CN1CC2CCC(C1)N2CCOC2=CC=1N(C=C2)C(=CN1)C1=CC(=NC=N1)NCC1=CC=C(C=C1)C=1C=NN(C1)C (6-{7-[2-(3-methyl-3,8-diaza-bicyclo[3.2.1]oct-8-yl)-ethoxy]-imidazo[1,2-a]pyridin-3-yl}-pyrimidin-4-yl)-[4-(1-methyl-1H-pyrazol-4-yl)-benzyl]-amine